chloro-4-nitrotoluene ClCC1=CC=C(C=C1)[N+](=O)[O-]